FC1=CC=C(C=C1)C=1OC(=NN1)N1[C@H](C2=C(CC1)NC=N2)C2=NN1C(C=CC=C1)=C2 (R)-2-(4-fluorophenyl)-5-(4-(pyrazolo[1,5-a]pyridin-2-yl)-1,4,6,7-tetrahydro-5H-imidazo[4,5-c]pyridin-5-yl)-1,3,4-oxadiazole